methyl 7-(2-((4-(((tert-butoxycarbonyl)amino)methyl)phenyl)carbamoyl)-5-methoxy-4-(thiophen-2-yl)phenyl)-2,3-dimethyl-4H-thieno[3,2-c]chromene-8-carboxylate C(C)(C)(C)OC(=O)NCC1=CC=C(C=C1)NC(=O)C1=C(C=C(C(=C1)C=1SC=CC1)OC)C=1C(=CC=2C3=C(COC2C1)C(=C(S3)C)C)C(=O)OC